((2-methyl-1H-benzo[d]imidazol-6-yl)oxy)-3-(1-((1-methylpiperidin-4-yl)methyl)-1H-pyrazol-4-yl)quinoxaline-5-carbonitrile CC1=NC2=C(N1)C=C(C=C2)OC2=NC=1C=CC=C(C1N=C2C=2C=NN(C2)CC2CCN(CC2)C)C#N